2,4-dichloro-5-toluenesulfonyl-7h-pyrrolo[2,3-d]pyrimidine ClC=1N=C(C2=C(N1)NC=C2S(=O)(=O)CC2=CC=CC=C2)Cl